O=C1N(CCC1)C1=CC=C(C=C1)C=1C=C(C=NC1)C1=C2C(=NC=C1)NC(=C2)C(=O)OC methyl 4-(5-(4-(2-oxopyrrolidin-1-yl)phenyl)pyridin-3-yl)-1H-pyrrolo[2,3-b]pyridine-2-carboxylate